C(C)N(CC)CCCNC(=O)C(=O)N N-(N',N'-diethyl-aminopropyl)oxamide